BrC=1C=C(C=CC1)C1(CSC1)CC1=NN=CN1C 3-((3-(3-bromo-phenyl)thietan-3-yl)methyl)-4-methyl-4H-1,2,4-triazole